(2R,3S)-2-((difluoromethoxy)methyl)-5-(2,4-difluorophenyl)-3-methyl-3,4-dihydro-2H-pyrano[2,3-b]Pyridine FC(OC[C@H]1[C@H](CC=2C(=NC=CC2C2=C(C=C(C=C2)F)F)O1)C)F